(1-(2-bromo-1,1-difluoroethyl)-1H-pyrazol-3-yl)-2-methylcyclopentan-1-one BrCC(F)(F)N1N=C(C=C1)C1(C(CCC1)=O)C